C[N-]C1CCC2(CC2(F)F)CC1 methyl-(1,1-difluoro-spiro[2.5]oct-6-yl)-amide